OC=1C=C(CNC(C2=CN=CC=C2N2CCOCC2)=O)C=CC1OC N-(3-hydroxy-4-methoxybenzyl)-4-morpholinyl-nicotinamide